benzyl (S)-4-(5-(6-bromo-3-ethyl-1-(3-hydroxy-2,2-dimethylpropyl)-1H-indol-2-yl)-6-(1-methoxyethyl)pyridin-3-yl)piperazine-1-carboxylate BrC1=CC=C2C(=C(N(C2=C1)CC(CO)(C)C)C=1C=C(C=NC1[C@H](C)OC)N1CCN(CC1)C(=O)OCC1=CC=CC=C1)CC